dihydropyrido[2,3-d]pyrimidine-4,7(3H,8H)-dione N1CNC(C2=C1NC(C=C2)=O)=O